NOCCN 2-(aminooxy)ethanamine